4-(4,4,5,5-tetramethyl-1,3,2-dioxaborolan-2-yl)thiophen-3-amine CC1(OB(OC1(C)C)C=1C(=CSC1)N)C